5-fluoro-3H-1,3-benzodiazole-2-carboxylic acid FC1=CC2=C(N=C(N2)C(=O)O)C=C1